(E)-N-[3-(2,4-dimethyl-1,3,2-dioxasilinan-2-yl)propyl]-4-methyl-pentan-2-imine C[Si]1(OCCC(O1)C)CCC/N=C(\C)/CC(C)C